7-bromo-5-(2,6-difluorophenyl)-1,3-dihydro-1,4-benzodiazepine BrC=1C=CC2=C(C(=NCCN2)C2=C(C=CC=C2F)F)C1